BrC1=CC=C(C=C1)NC(CCO)=O N-(4-bromophenyl)-3-hydroxypropanamide